CN1N=NC(=C1NC(O[C@H](C)C=1C(=NC=C(C1)F)F)=O)C1=NC=C(C=C1)NC(=O)C=1C=C2C(=NC1)C=NN2C (R)-1-(2,5-difluoropyridin-3-yl)ethyl (1-methyl-4-(5-(1-methyl-1H-pyrazolo[4,3-b]pyridine-6-carboxamido)pyridin-2-yl)-1H-1,2,3-triazol-5-yl)carbamate